(R)-1-((4-(8-ethyl-6-((R)-1-methyl-1,2,3,4-tetrahydroisoquinoline-2-carbonyl)indolizin-2-yl)-3-fluorophenyl)carbamoyl)pyrrolidin-3-yl acetate C(C)(=O)O[C@H]1CN(CC1)C(NC1=CC(=C(C=C1)C=1C=C2C(=CC(=CN2C1)C(=O)N1[C@@H](C2=CC=CC=C2CC1)C)CC)F)=O